[Cl-].[NH4+].C=CNC methylene-dimethylamine ammonium chloride